C[C@]12CC[C@@H](C([C@@H]1CC[C@@]3([C@@H]2CC[C@@]4(C3=CC[C@@]5([C@H]4CC(CC5)(C)C)C(=O)O)C)C)(C)C)O The molecule is a pentacyclic triterpenoid isolated from Maprounea africana and has been shown to exhibit inhibitory activity against HIV-1 reverse transcriptase. It has a role as a HIV-1 reverse transcriptase inhibitor and a plant metabolite. It is a pentacyclic triterpenoid and a hydroxy monocarboxylic acid.